C(C)N1C=2N(C(N=C(C2N=C1CC#N)N1[C@H](CN([C@@H](C1)C)C(C)C1=CC(=C(C=C1)F)C(=C)C)C)=O)C 2-(9-ethyl-6-((2S,5R)-4-(1-(4-fluoro-3-(prop-1-en-2-yl)phenyl)ethyl)-2,5-dimethylpiperazin-1-yl)-3-methyl-2-oxo-3,9-dihydro-2H-purin-8-yl)acetonitrile